FC(C=1C=C(C(=O)N[C@@H](C)C2=NC(=NN2C=2SC(=CN2)C(=O)O)C)C=C(C1)C(F)(F)F)(F)F 2-(5-{(1S)-1-[3,5-bis(trifluoromethyl)benzoylamino]Ethyl}-3-methyl-1H-1,2,4-triazol-1-yl)-1,3-thiazole-5-carboxylic acid